C(C)N(CC)\C=N\C1=CC(=C(C(=O)OCC2=CC=C(C=C2)C)C=C1C)C 4-methylbenzyl (E)-4-(((diethylamino)methylene)amino)-2,5-dimethylbenzoate